methyl 5-(2-amino-3-chloro-5-methoxyphenyl)pentanoate NC1=C(C=C(C=C1Cl)OC)CCCCC(=O)OC